ClC1=NC(=CC=C1N1CCN(CC1)CC=1C=C2NC(C=3N(C2=CC1)C=NC3)=O)C(NC)=O 7-((4-(2-chloro-6-(methylcarbamoyl)pyridin-3-yl)piperazin-1-yl)methyl)imidazo[1,5-a]quinoxalin-4(5H)-one